OCC1=C(N=NN1C)C=1N=CC(=NC1)O[C@@H]1C[C@H](CCC1)C(=O)OC(C)C isopropyl (1S,3S)-3-((5-(5-(hydroxymethyl)-1-methyl-1H-1,2,3-triazol-4-yl)pyrazin-2-yl)oxy)cyclohexane-1-carboxylate